3,5-Di-Tert-Butyl-N-(2-Chloro-4-Nitro-Phenyl)-2-Hydroxy-Benzamide C(C)(C)(C)C=1C(=C(C(=O)NC2=C(C=C(C=C2)[N+](=O)[O-])Cl)C=C(C1)C(C)(C)C)O